FC1(CC(C1)N1CCC(CC1)NC1=NN2C(C(=N1)OC)=C(C=C2)C=2C=C1C=CC=NC1=CC2)F N-(1-(3,3-difluorocyclobutyl)piperidin-4-yl)-4-methoxy-5-(quinolin-6-yl)pyrrolo[2,1-f][1,2,4]triazin-2-amine